Methyl (1S,3S)-3-((6-(5-(((4-cyclobutylpyrimidin-2-yl)oxy)methyl)-1-methyl-1H-1,2,3-triazol-4-yl)-2-cyclopropylpyridin-3-yl)oxy)cyclohexane-1-carboxylate C1(CCC1)C1=NC(=NC=C1)OCC1=C(N=NN1C)C1=CC=C(C(=N1)C1CC1)O[C@@H]1C[C@H](CCC1)C(=O)OC